COC1=C(C=CC(=C1)OC)CNC1=NC=CC2=C1C(=NN2[C@@H]2C=CC[C@H](C2)C(=O)OCC2=CC=CC=C2)I Benzyl (1R,5S)-5-[4-[(2,4-dimethoxyphenyl)methylamino]-3-iodo-pyrazolo[4,3-c]pyridin-1-yl]cyclohex-3-ene-1-carboxylate